(S)-ethyl mandelate C([C@@H](O)C1=CC=CC=C1)(=O)OCC